methylaminolevulinic acid CC(=O)CC(C(=O)O)NC